4-[[3-[2-methoxy-6-(trifluoromethyl)-3-pyridyl]-4,5-dimethyl-5-(trifluoromethyl)tetrahydrofuran-2-carbonyl]amino]pyridine-2-carboxamide COC1=NC(=CC=C1C1C(OC(C1C)(C(F)(F)F)C)C(=O)NC1=CC(=NC=C1)C(=O)N)C(F)(F)F